3-Bromo-N2-cyclopropyl-benzene-1,2-diamine BrC1=C(C(=CC=C1)N)NC1CC1